2-[4-(4-aminopiperidin-1-yl)-5-(3-fluoro-5-methylphenyl)-2-(methylamino)pyridin-3-yl]-7-fluoro-1H-1,3-benzodiazole-5-carbonitrile NC1CCN(CC1)C1=C(C(=NC=C1C1=CC(=CC(=C1)C)F)NC)C1=NC2=C(N1)C(=CC(=C2)C#N)F